3-bromopyridin-4-amine BrC=1C=NC=CC1N